6-(5-chloro-2-((3-(4-isopropylpiperazin-1-yl)-4-methylphenyl)amino)pyrimidin-4-yl)-4,4-dimethyl-3,4-dihydroisoquinolin ClC=1C(=NC(=NC1)NC1=CC(=C(C=C1)C)N1CCN(CC1)C(C)C)C=1C=C2C(CN=CC2=CC1)(C)C